ammonium behenyl sulfate S(=O)(=O)(OCCCCCCCCCCCCCCCCCCCCCC)[O-].[NH4+]